morpholino (phosphorodiamidate) P(ON1CCOCC1)(=O)(N)N